2',6'-diisopropyl-Oxy-1,1'-biphenyl C(C)(C)OC1=C(C(=CC=C1)OC(C)C)C1=CC=CC=C1